N1C=CC=2C1=NC=C(C2)OC=2C=C(C=CC2C(=O)OC(C)(C)C)C2=CC=C(C=C2)CC2=C(CC(CC2)(C)C)C2=CC=C(C=C2)Cl tert-butyl 3-((1H-pyrrolo[2,3-b]pyridin-5-yl)oxy)-4'-((4'-chloro-5,5-dimethyl-3,4,5,6-tetrahydro-[1,1'-biphenyl]-2-yl)methyl)-[1,1'-biphenyl]-4-carboxylate